(1R,2S,3S,4R)-3-((E)-3-(5-fluoro-1-tosyl-1H-pyrrolo[2,3-b]pyridin-3-yl)acrylamido)bicyclo[2.2.2]octane-2-carboxylic acid ethyl ester C(C)OC(=O)[C@H]1C2CCC([C@@H]1NC(\C=C\C1=CN(C3=NC=C(C=C31)F)S(=O)(=O)C3=CC=C(C)C=C3)=O)CC2